4-chloro-2-isopropyl-pyrido[2,3-d]pyrimidine ClC=1C2=C(N=C(N1)C(C)C)N=CC=C2